C[C@@H](C(=O)N[C@@H](CCC(=O)N[C@@H](CCC(=O)O)C(=O)O)C(=O)O)OP(=O)(O)OC[C@H]([C@H]([C@H](CN1C2=CC(=O)C=CC2=CC3=C1NC(=O)NC3=O)O)O)O The molecule is the amide obtained by formal condensation of the carboxylic acid group of F420-0 with the amino group of L-gamma-glutamyl-L-glutamic acid. It has a role as a coenzyme. It is a member of pyrimidoquinolines and a ribitol phosphate. It derives from a 7,8-didemethyl-8-hydroxy-5-deazariboflavin. It is a conjugate acid of a coenzyme gamma-F420-2(5-) and a coenzyme gamma-F420-2(4-).